3-chloro-6-((4-(4-(difluoromethyl)phenyl)-1-methyl-1H-1,2,3-triazol-5-yl)methoxy)pyridazine ClC=1N=NC(=CC1)OCC1=C(N=NN1C)C1=CC=C(C=C1)C(F)F